FC1=C(C=CC=C1)C=1C(=NC2=CC=C(C=C2C1)NC(=O)NC[C@H](CC)O)C1=CC=CC=C1 (S)-1-(3-(2-fluorophenyl)-2-phenylquinolin-6-yl)-3-(2-hydroxybutyl)urea